3-(Trifluoromethyl)benzoic acid [3-(3-ethyl-4-oxo-spiro[6,8-dihydro-5H-pyrazolo[4,3-c]azepin-7,4'-tetrahydropyran]-1-yl)-2,2-dimethyl-propyl] ester C(C)C1=NN(C2=C1C(NCC1(CCOCC1)C2)=O)CC(COC(C2=CC(=CC=C2)C(F)(F)F)=O)(C)C